trans-(E)-4-(dimethylamino)-N-(3-((6-(3-fluoro-4-hydroxyphenyl)-1H-indazol-4-yl)oxy)cyclobutyl)but-2-enamide CN(C/C=C/C(=O)N[C@@H]1C[C@H](C1)OC1=C2C=NNC2=CC(=C1)C1=CC(=C(C=C1)O)F)C